O1CCN(CC1)C1CCN(CC1)C(=O)C=1C=C2C=CC=NC2=CC1 6-(4-morpholinopiperidine-1-carbonyl)quinolin